NC1=C(C=NN1C=1C=NC(=CC1C)OC1=C(C=CC=C1F)F)C(=O)C1=CC=2C(=CC=3CCN(CC3C2)C2COC2)N1 (5-amino-1-{6-[(2,6-difluorophenyl)oxy]-4-methylpyridin-3-yl}pyrazol-4-yl)[6-(oxetan-3-yl)-5,6,7,8-tetrahydro-1H-pyrrolo[2,3-g]isoquinolin-2-yl]methanone